2-(2-(3-chlorophenyl)-3,3-diphenylallyl)-3-methylpyridine ClC=1C=C(C=CC1)C(CC1=NC=CC=C1C)=C(C1=CC=CC=C1)C1=CC=CC=C1